1,4-Bis(isocyanato-n-propyl)-cyclohexan N(=C=O)CCCC1CCC(CC1)CCCN=C=O